11-(2,4-difluorophenyl)-8-(9-(2-fluoroacryloyl)-7-oxo-3,9-diazabicyclo[3.3.1]nonan-3-yl)-10-(trifluoromethyl)-3,4-dihydro-2H,6H-[1,4]thiazepino[2,3,4-ij]quinazolin-6-one FC1=C(C=CC(=C1)F)C1=C(C=C2C(=NC(N3C2=C1SCCC3)=O)N3CC1CC(CC(C3)N1C(C(=C)F)=O)=O)C(F)(F)F